3,6-dihydroxy-cyclohexane OC1CCC(CC1)O